benzyl 4-[(2-chloroacetyl)amino]-4-(4-chloro-3-methyl-phenyl)piperidine-1-carboxylate ClCC(=O)NC1(CCN(CC1)C(=O)OCC1=CC=CC=C1)C1=CC(=C(C=C1)Cl)C